6-chloro-2-methoxy-N-(3-pyridyl)acridin-9-amine ClC=1C=C2N=C3C=CC(=CC3=C(C2=CC1)NC=1C=NC=CC1)OC